5-benzyl-2-bromopyrimidine C(C1=CC=CC=C1)C=1C=NC(=NC1)Br